(1S,4S)-5-(4-(4,4,5,5-tetramethyl-1,3,2-dioxaborolan-2-yl)phenyl)-2,5-diazabicyclo[2.2.1]heptane-2-carboxylate CC1(OB(OC1(C)C)C1=CC=C(C=C1)N1[C@@H]2CN([C@H](C1)C2)C(=O)[O-])C